5-(4-((1-(4-(1,2-bis(4-hydroxyphenyl)but-1-en-1-yl)phenyl)piperidin-4-yl)methyl)piperazine-1-yl-2,2,3,3,5,5,6,6-d8)-2-(2,6-dioxopiperidin-3-yl)-4-fluoroisoindoline-1,3-dione OC1=CC=C(C=C1)C(=C(CC)C1=CC=C(C=C1)O)C1=CC=C(C=C1)N1CCC(CC1)CN1C(C(N(C(C1([2H])[2H])([2H])[2H])C=1C(=C2C(N(C(C2=CC1)=O)C1C(NC(CC1)=O)=O)=O)F)([2H])[2H])([2H])[2H]